N-methyl-N-(3-(6-(1-methyl-1H-pyrazol-4-yl)pyrazolo[1,5-a]pyrazine-4-carbonyl)cyclopentyl)acrylamide CN(C(C=C)=O)C1CC(CC1)C(=O)C=1C=2N(C=C(N1)C=1C=NN(C1)C)N=CC2